8-((3-fluoropyridin-4-yl)methyl)-3,8-diazabicyclo[3.2.1]octane FC=1C=NC=CC1CN1C2CNCC1CC2